C(C)OC(C[C@@H](C=1C=C(C=C(C1)C(F)(F)F)C1=CC=CC=C1)N[S@](=O)C(C)(C)C)=O.ClCC(C)N1CCCC1 1-(1-chloropropane-2-yl)pyrrolidine ethyl-(S)-3-((R)-1,1-dimethylethylsulfinamido)-3-(5-(trifluoromethyl)biphenyl-3-yl)propanoate